tert-butyl N-[2-(3-fluoroazetidin-1-yl) ethyl]-N-methyl-carbamate FC1CN(C1)CCN(C(OC(C)(C)C)=O)C